(S)-(3-aminopyrrolidin-1-yl)(3-methyl-5-(4-(1-methylpiperidin-4-yl)phenyl)thiophen-2-yl)methanone N[C@@H]1CN(CC1)C(=O)C=1SC(=CC1C)C1=CC=C(C=C1)C1CCN(CC1)C